C(C)(C)(C)C(CCC)(C)OC(=O)N1[C@H](CN(CC1)C=1C=NC(=CC1)[N+](=O)[O-])C(O[SiH2]C(C)(C)C)(C)C (R)-2-(tert-butyl-dimethyl-silanyloxymethyl)-4-(6-nitro-pyridin-3-yl)-piperazine-1-carboxylic acid tert-butyl-methylButyl ester